BrC=1C=C(\C=C\2/C(NC(N(C2=O)C2=CC=C(C=C2)OC)=O)=O)C=CC1O (E)-5-(3-Bromo-4-hydroxybenzylidene)-1-(4-methoxyphenyl)pyrimidine-2,4,6(1H,3H,5H)-trione